N1=C(OC2=NC=CC=C21)N2CC(CC2)C(CC#N)N2N=CC(=C2)C=2C1=C(N=CN2)NC=C1 3-(1-[1,3]oxazolo[5,4-b]pyridin-2-yl-pyrrolidin-3-yl)-3-[4-(7H-pyrrolo[2,3-d]pyrimidin-4-yl)-1H-pyrazol-1-yl]propanenitrile